BrC=1C(=CC=C2C=C(N=CC12)OS(=O)(=O)C(F)(F)F)F trifluoromethanesulfonic acid 8-bromo-7-fluoroisoquinolin-3-yl ester